OC(C(=O)N1CCN(CC1)C1=NC2=CC(=NC=C2C=C1)CNC(C1=CC(=C(C=C1)C)S(=O)(=O)C)=O)(C)C N-((2-(4-(2-hydroxy-2-methylpropanoyl)piperazin-1-yl)-1,6-naphthyridin-7-yl)methyl)-4-methyl-3-(methylsulfonyl)benzamide